benzoSilolocarbazole C1=CC=CC=2C1=C1C(=CC=C3C=4C=CC=CC4N=C13)[SiH]2